[N+](=O)([O-])OCCC(C1=CC=CC=C1)C1=C(NC2=CC=CC=C12)C1=C(C=CC=C1)B(O)O (2-(3-(3-(nitrooxy)-1-phenylpropyl)-1H-indol-2-yl)phenyl)boronic acid